1-(5-bromo-2-chlorophenyl)-1H-pyrazole BrC=1C=CC(=C(C1)N1N=CC=C1)Cl